C[C@H]1[C@@H](OC2=C([C@H]1O)C3=C(C(=CC(=O)O3)C4=CC=CC=C4)C5=C2C=CC(O5)(C)C)C The molecule is a member of the class of coumarins that is 11,12-dihydro-2H,6H,10H-dipyrano[2,3-f:2',3'-h]chromen-2-one substituted by a phenyl group at position 4, methyl groups at positions 6, 6, 10 and 11 and a hydroxy group at position 12 (the 10S,11R,12S stereoisomer). Isolated from Calophyllum brasiliense and Calophyllum soulattri, it exhibits anti-HIV activity. It has a role as a metabolite and a HIV-1 reverse transcriptase inhibitor. It is a member of coumarins and a secondary alcohol.